2,9-diazaspiro[5.5]undecan-2-carboxylic acid tert-butyl ester C(C)(C)(C)OC(=O)N1CC2(CCC1)CCNCC2